(2-((R)-2,2-difluorocyclopropane-1-carbonyl)-8-(6-phenoxybenzo[d]oxazol-2-yl)-2,6-diazaspiro[3.4]octan-6-yl)(thiazol-5-yl)methanone FC1([C@H](C1)C(=O)N1CC2(C1)CN(CC2C=2OC1=C(N2)C=CC(=C1)OC1=CC=CC=C1)C(=O)C1=CN=CS1)F